racemic-3-(((8-(4-(difluoromethoxy)phenyl)-1,6-naphthyridin-5-yl)amino)methyl)tetrahydrofuran-3-ol FC(OC1=CC=C(C=C1)C=1C=NC(=C2C=CC=NC12)NC[C@]1(COCC1)O)F |r|